N1CCC(CC1)C1=CC=C(C=C1)C=1C=NC=2N(C1)N=CC2C2=CC=NC1=CC=CC=C21 4-[6-(4-Piperidin-4-ylphenyl)pyrazolo[1,5-a]pyrimidin-3-yl]quinoline